2,2'-(9,9-diphenyl-9H-fluorene-2,7-diyl)bis(4,6-bis(3-pyridyl)-1,3,5-triazine) C1(=CC=CC=C1)C1(C2=CC(=CC=C2C=2C=CC(=CC12)C1=NC(=NC(=N1)C=1C=NC=CC1)C=1C=NC=CC1)C1=NC(=NC(=N1)C=1C=NC=CC1)C=1C=NC=CC1)C1=CC=CC=C1